NC=1C=C(C=CC1)S(=O)(=O)NC1=NC(=C(C(=N1)OC=1C=CC(=C(C(=O)O)C1)Cl)CC)Cl 5-[2-[(3-aminophenyl)sulfonylamino]-6-chloro-5-ethyl-pyrimidin-4-yl]oxy-2-chloro-benzoic acid